C1(=CC=CC=C1)C(=NC1=C(C=CC=2N1C=NC2)C2=CC=CC=C2)C2=CC=CC=C2 N-(diphenylmethylene)-6-phenylimidazo[1,5-a]pyridin-5-amine